4,5-difluoro-2-nitrophenol FC1=CC(=C(C=C1F)O)[N+](=O)[O-]